CN1C(=NC2=C(C=CC=C2C1=O)C(C)NC1=C(C(=O)OC)C=CC=C1)N1CCOCC1 methyl 2-((1-(3-methyl-2-morpholino-4-oxo-3,4-dihydroquinazolin-8-yl)ethyl)amino)benzoate